2-((9-methyl-9H-carbazol-2-yl)oxy)-N-phenethylpropanamide CN1C2=CC=CC=C2C=2C=CC(=CC12)OC(C(=O)NCCC1=CC=CC=C1)C